C(C)(C)(C)OC(=O)N1CCC(CC1)N1CCCCC1 [1,4'-bipiperidin]-1'-carboxylic acid tert-butyl ester